ethyl 2-[(6-{[(1S,2S)-2-[(benzyloxy)methyl]cyclopropyl]methoxy}-5-(3-methoxyazetidin-1-yl)pyridin-2-yl)formamido]-2-ethylbutanoate C(C1=CC=CC=C1)OC[C@@H]1[C@H](C1)COC1=C(C=CC(=N1)C(=O)NC(C(=O)OCC)(CC)CC)N1CC(C1)OC